C(C1=CC=CC=C1)N(CC(COCCOCCNC(OC(C)(C)C)=O)F)CC1=CC=CC=C1 Tert-butyl N-[2-[2-[3-(dibenzylamino)-2-fluoro-propoxy]ethoxy]ethyl]carbamate